C1(=C(C(=C(C(=C1[2H])[2H])N(C1=C(C(=C(C(=C1[2H])[2H])C1=C(C(=C(C(=C1[2H])[2H])[2H])[2H])[2H])[2H])[2H])C1=C(C(=C(C(=C1[2H])[2H])B1OC(C(O1)(C)C)(C)C)[2H])[2H])[2H])[2H])C1=C(C(=C(C(=C1[2H])[2H])[2H])[2H])[2H] N-([1,1'-biphenyl]-4-yl-d9)-N-(4-(4,4,5,5-tetramethyl-1,3,2-dioxaborolan-2-yl)phenyl-2,3,5,6-d4)-[1,1'-biphenyl]-4-amine-d9